OC=1C2=C(N=CN1)C=NC(=C2)C2=CCCN(C2)C(=O)OC(C)(C)C tert-butyl 5-(4-hydroxypyrido[3,4-d]pyrimidin-6-yl)-3,6-dihydro-2H-pyridine-1-carboxylate